CN(C1=C(C=CC=C1)C1=CC=C(C=C1)S(=O)(=O)Cl)C 2'-(dimethylamino)-[1,1'-biphenyl]-4-sulfonyl chloride